azaperylene N1=CC=C2C=CC=C3C4=CC=CC5=CC=CC(C1=C23)=C45